C(#C)C1(COC1)OC 3-ethynyl-3-methoxyoxetane